ClC1=NC(=NC(=N1)Cl)NC1=CC(=C(C=C1)[N+](=O)[O-])OC 4,6-dichloro-N-(3-methoxy-4-nitrophenyl)-1,3,5-triazin-2-amine